1-[4-(4-{3-[(2R)-2-methyl-pyrrolidin-1-yl]-propoxy}-phenoxy)-piperidin-1-yl]-ethanone di-citrate C(CC(O)(C(=O)O)CC(=O)O)(=O)O.C(CC(O)(C(=O)O)CC(=O)O)(=O)O.C[C@H]1N(CCC1)CCCOC1=CC=C(OC2CCN(CC2)C(C)=O)C=C1